C[C@@H]1CN(C(=CC1)C=1C=C2C=NN(C2=CC1)C)C(=O)OC(C)(C)C (S)-tert-butyl 3-methyl-6-(1-methyl-1H-indazol-5-yl)-3,4-dihydropyridine-1(2H)-carboxylate